CN1C=NC2=CC=C(C(=C2C1=O)C)OC=1C(=C(C=CC1F)NS(=O)(=O)CCC)F N-(3-((3,5-dimethyl-4-oxo-3,4-dihydroquinazolin-6-yl)oxy)-2,4-difluorophenyl)propane-1-sulfonamide